N2-(2-(1-(Cyclopropylsulfonyl)-1H-pyrazol-4-yl)pyrimidin-4-yl)-N4-((1r,4r)-4-(fluoromethyl)cyclohexyl)-5-(1-methyl-5-(trifluoromethyl)-1H-pyrazol-3-yl)pyridine-2,4-diamine C1(CC1)S(=O)(=O)N1N=CC(=C1)C1=NC=CC(=N1)NC1=NC=C(C(=C1)NC1CCC(CC1)CF)C1=NN(C(=C1)C(F)(F)F)C